tert-butyl 1-amino-3,6,9,12,15,18,21-heptaoxatetracosan-24-oate NCCOCCOCCOCCOCCOCCOCCOCCC(=O)OC(C)(C)C